5-(2-Trifluoromethyl-phenyl)-1H-pyrazole-3-carboxylic acid {2-[4-(2-chloro-phenylamino)-piperidin-1-yl]-2-oxo-ethyl}-amide ClC1=C(C=CC=C1)NC1CCN(CC1)C(CNC(=O)C1=NNC(=C1)C1=C(C=CC=C1)C(F)(F)F)=O